ClC=1C(=C(C=CC1)NC(=S)C1=C(CCN(C1=O)C(=O)OC(C)(C)C)NCC1=C(C=NC=C1)OCC1=NC=C(C=C1)F)OC tert-butyl 5-((3-chloro-2-methoxyphenyl)carbamothioyl)-4-(((3-((5-fluoropyridin-2-yl)methoxy)pyridin-4-yl)methyl)amino)-6-oxo-3,6-dihydropyridine-1(2H)-carboxylate